[N+](=O)([O-])C=1C=C2C(NC=NC2=CC1)=O 6-nitro-4(3H)-quinazolinone